NC(CNC1=NC(=C2C(=N1)N(N=C2)C)NC(C)(C)C)C2=CC(=CC=C2)Br N6-[2-amino-2-(3-bromophenyl)ethyl]-N4-tert-butyl-1-methyl-pyrazolo[3,4-d]pyrimidine-4,6-diamine